Methyl 2-(4-iodophenyl)-4,5-dihydro-oxazole-4-carboxylate IC1=CC=C(C=C1)C=1OCC(N1)C(=O)OC